C(C)(C)(C)OC(=O)NC(C(=O)[O-])CC(=O)[O-] 2-((tert-butoxycarbonyl)amino)succinate